ClC1=CC=C(C=C1)C[C@@H](CO)NC(OCC1C2=CC=CC=C2C=2C=CC=CC12)=O (9H-fluoren-9-yl)methyl (S)-(1-(4-chlorophenyl)-3-hydroxypropan-2-yl)carbamate